(R)-5-(6-((1-(4-fluorophenyl)ethyl)amino)pyridin-3-yl)-3-methylbenzo[d]oxazol-2(3H)-one FC1=CC=C(C=C1)[C@@H](C)NC1=CC=C(C=N1)C=1C=CC2=C(N(C(O2)=O)C)C1